FC(C1=NN=C(S1)C1=NN=C2N1C=C(C=C2N2CCN(CC2)S(=O)(=O)CC(C)C)S(=O)(=O)NC2(CC2)C)F 3-(5-(difluoromethyl)-1,3,4-thiadiazol-2-yl)-N-(1-methylcyclopropyl)-8-(4-(2-methylpropanesulfonyl)piperazin-1-yl)-[1,2,4]triazolo[4,3-a]pyridine-6-sulfonamide